CN1C(=NC(=C1C1=C2C=NNC2=CC=C1C)C=1C=C2C=NN(C2=CC1)C)C1CC2(CN(C2)C(C=C)=O)C1 1-{6-[1-methyl-5-(5-methyl-1H-indazol-4-yl)-4-(1-methyl-1H-indazol-5-yl)-1H-imidazol-2-yl]-2-azaspiro[3.3]heptan-2-yl}prop-2-en-1-one